FC1=CC=C(C=C1)C1=NC(=NC(=C1/C=C/[C@H](C[C@H](CC(=O)[O-])O)O)C(C)C)N(S(=O)(=O)C)C (E)-7-[4-(4-fluorophenyl)-6-isopropyl-2-[methyl (methylsulfonyl) amino] pyrimidin-5-yl]-(3R,5S)-3,5-dihydroxy-6-heptenoate